N1=NC=CC2=C(C=CC=C12)C(NC(=O)[C@@H]1[C@H]2C([C@H]2CN1C([C@H](C(C)(C)C)NC(C(F)(F)F)=O)=O)(C)C)C#N (1R,2S,5S)-N-(cinnolin-5-yl(cyano)methyl)-3-((S)-3,3-dimethyl-2-(2,2,2-trifluoroacetamido)butanoyl)-6,6-dimethyl-3-azabicyclo[3.1.0]hexane-2-carboxamide